2-(2-hydroxy-3,3-dimethylbutanamido)-5,5,7,7-tetramethyl-5,7-dihydro-4H-thieno[2,3-c]pyran-3-carboxamide OC(C(=O)NC1=C(C2=C(C(OC(C2)(C)C)(C)C)S1)C(=O)N)C(C)(C)C